CN[C@@H]([C@@H](C)CC)C(=O)O |r| N-METHYL-DL-ISOLEUCINE